tert-Butyl 4-[4-[3-cyano-5-[1-(5-methyl-3-pyridyl)ethoxy]imidazo[1,2-a]pyridin-7-yl]-5-methyl-triazol-1-yl]piperidine-1-carboxylate C(#N)C1=CN=C2N1C(=CC(=C2)C=2N=NN(C2C)C2CCN(CC2)C(=O)OC(C)(C)C)OC(C)C=2C=NC=C(C2)C